C(C)(C)(C)[S@@](=O)N1CC2=C([C@@H]1C1=C(C(=CC=C1)F)C=1C(=NN(C1)CC)C(F)(F)F)C(=C(S2)Cl)C (S)-5-((R)-tert-butylsulfinyl)-2-chloro-4-(2-(1-ethyl-3-(trifluoromethyl)-1H-pyrazol-4-yl)-3-fluorophenyl)-3-methyl-5,6-dihydro-4H-thieno[2,3-c]pyrrole